ClC=1N=C(C2=C(N=C(C(=C2C1C)F)Cl)OC)N1C[C@H]2CC[C@@H](C1)N2C(=O)OC(C)(C)C Tert-butyl (1R,5S)-3-(3,6-dichloro-5-fluoro-8-methoxy-4-methyl-2,7-naphthyridin-1-yl)-3,8-diazabicyclo[3.2.1]octane-8-carboxylate